1-(4-chloro-3-fluorophenyl)-2,2-difluoroethan-1-ol ClC1=C(C=C(C=C1)C(C(F)F)O)F